CN1C(=NC=2CN(CCC21)CCCC(F)(F)F)C(=O)OC methyl 1-methyl-5-(4,4,4-trifluorobutyl)-4,5,6,7-tetrahydro-1H-imidazo[4,5-c]pyridine-2-carboxylate